Tetradecyldi-n-propyl-(3-triethoxysilylpropyl)ammonium C(CCCCCCCCCCCCC)[N+](CCC[Si](OCC)(OCC)OCC)(CCC)CCC